N-(3-chlorobenzyl)-2-(2-((S)-1-(2,3-difluorobenzyl)-5-oxopyrrolidin-2-yl)acetamido)-3-methylbutanamide ClC=1C=C(CNC(C(C(C)C)NC(C[C@H]2N(C(CC2)=O)CC2=C(C(=CC=C2)F)F)=O)=O)C=CC1